1-(3-(4-amino-3-(4-cyclohexylphenyl)-1H-pyrazolo[3,4-d]pyrimidin-1-yl)pyrrolidin-1-yl)prop-2-en-1-one NC1=C2C(=NC=N1)N(N=C2C2=CC=C(C=C2)C2CCCCC2)C2CN(CC2)C(C=C)=O